C(C)OC=1C=C(C(=O)OC)C=C(C1C)COC methyl 3-ethoxy-5-(methoxymethyl)-4-methylbenzoate